methyl 4-((3-chloro-4-fluorophenyl) amino)-1H-pyrrolo[2,3-c]pyridine-2-carboxylate ClC=1C=C(C=CC1F)NC1=C2C(=CN=C1)NC(=C2)C(=O)OC